(7S)-9-(2,6-difluorophenyl)-N-ethyl-7-methyl-13,16-dioxa-18-thia-2,3,5,8-tetrazatetracyclo[8.8.0.02,6.011,17]octadeca-1(10),3,5,8,11(17)-pentaene-4-carboxamide FC1=C(C(=CC=C1)F)C1=N[C@H](C2=NC(=NN2C=2SC=3OCCOCC3C12)C(=O)NCC)C